NC1=C(C=C(C=C1C)C(C1=CC=C(C=C1)O)C1=CC(=C(C(=C1)C)N)C)C 4-[bis(4-amino-3,5-dimethylphenyl)methyl]phenol